5-((4-((5-chloro-4-(5-(cyclopropylmethyl)-1-methyl-1H-pyrazol-4-yl)pyrimidin-2-yl)amino)piperidin-1-yl)methyl)-2-(2,6-dioxopiperidin-3-yl)isoindoline-1,3-dione ClC=1C(=NC(=NC1)NC1CCN(CC1)CC=1C=C2C(N(C(C2=CC1)=O)C1C(NC(CC1)=O)=O)=O)C=1C=NN(C1CC1CC1)C